C(C1=CC=CC=C1)OC1=CC=CC2=CC=CC=C12 benzyl-naphthyl ether